FC1=C(C=C(C=C1)F)C1=NN(C(S1)(C1=CC=CC=C1)CCCNC(OC(C)(C)C)=O)C(=O)[N+]1(C=NC=C1)C tert-butyl N-[3-[5-(2,5-difluorophenyl)-3-(1-methylimidazol-1-ium-1-carbonyl)-2-phenyl-1,3,4-thiadiazol-2-yl]propyl]carbamate